COC(CNC(C)C)OC N-(2,2-dimethoxyethyl)propan-2-amine